2-methyl-5-phenylfuran-3-carboxylic acid CC=1OC(=CC1C(=O)O)C1=CC=CC=C1